(R)-N-(3-(N-(tert-Butyl)sulfamoyl)phenyl)-4-(1,2-dihydroxypropan-2-yl)-2-(6-azaspiro[2.5]octan-6-yl)benzamide C(C)(C)(C)NS(=O)(=O)C=1C=C(C=CC1)NC(C1=C(C=C(C=C1)[C@@](CO)(C)O)N1CCC2(CC2)CC1)=O